C(C)(C)(C)OC(=O)N(C(C1=C(C=CC=C1)N)=O)C1=CC(=C(C=C1)CC)Br N-t-butyloxycarbonyl-2-amino-N-(4-ethyl-3-bromophenyl)benzamide